C(C)(C)(C)C1=CC=C(C=C1)NC(C1=CC=CC=C1)=O N-p-tert-butylphenyl-benzamide